C1(CC1)C1=C(C(=NN1C)C1=CC=C(N)C=C1)C 4-(5-cyclopropyl-1,4-dimethyl-1H-pyrazol-3-yl)aniline